C(C)(C)(C)OC(=O)N1C[C@H]([C@@H](C1)F)NC1=NC=CC=C1N (3R,4R)-3-((3-aminopyridin-2-yl)amino)-4-fluoropyrrolidine-1-carboxylic acid tert-butyl ester